ClC=1C=C(C=CC1)C1=CC2=C(O[C@@H](CN2S(=O)(=O)C2=CC(=CC=C2)C(F)(F)F)CCC(=O)O)C=C1 (R)-3-(6-(3-chlorophenyl)-4-((3-(trifluoromethyl)phenyl)-sulfonyl)-3,4-dihydro-2H-benzo[b][1,4]oxazin-2-yl)propanoic acid